4-(4-Cyano-3-hydroxy-8-m-tolyl-quinolin-2-yl)-4-oxo-butyric acid ethyl ester C(C)OC(CCC(=O)C1=NC2=C(C=CC=C2C(=C1O)C#N)C=1C=C(C=CC1)C)=O